NC1=C2N=CN(C2=NC(=N1)F)[C@H]1C[C@@H]([C@@](O1)(C#C)COP(=O)(OC1=CC=CC=C1)N[C@@H](CC1=CC=CC=C1)C(=O)OC(CCCCCCCCC)CCCCCCCCC)O Nonadecan-10-yl ((((2R,3S,5R)-5-(6-amino-2-fluoro-9H-purin-9-yl)-2-ethynyl-3-hydroxytetrahydrofuran-2-yl)methoxy)(phenoxy)phosphoryl)-L-phenylalaninate